OC=1C(=NC=C(C1)C#CC1(CCC(CC1)C1=CC=CC=C1)OC1=CC=C(C=C1)[N+](=O)[O-])CNCC(=O)O (3-hydroxy-5-((1-(4-nitrophenoxy)-4-phenylcyclohexyl)ethynyl)picolyl)glycine